C1(CC1)C1=NC(=CC(=C1)C1=C(C=C(C#N)C=C1)C1=NN=CN1C)N1C(C2=CC(=CC=C2C1)CN1CC2(COC2)C1)=O 4-[2-cyclopropyl-6-(6-{2-oxa-6-azaspiro[3.3]heptan-6-ylmethyl}-1-oxo-3H-isoindol-2-yl)pyridin-4-yl]-3-(4-methyl-1,2,4-triazol-3-yl)benzonitrile